C(#N)C=1C(=NC(=C(C1CC)C#N)N1CCN(CCC1)CC(C)(C)O)SC(C(=O)N)C1=CC=CC=C1 2-((3,5-dicyano-4-ethyl-6-(4-(2-hydroxy-2-methylpropyl)-1,4-diazepan-1-yl)Pyridin-2-yl)sulfanyl)-2-phenylacetamide